(2S,3R,4S)-2-[(2,4'-difluoro-3'-methyl[1,1'-biphenyl]-3-yl)methyl]-3-[(ethanesulfonyl)amino]-4-fluoro-N,N-dimethylpyrrolidine-1-carboxamide FC1=C(C=CC=C1C[C@@H]1N(C[C@@H]([C@@H]1NS(=O)(=O)CC)F)C(=O)N(C)C)C1=CC(=C(C=C1)F)C